4-bromo-2-cyclopropyl-2H-1,2,3-triazole BrC1=NN(N=C1)C1CC1